C(CCCCCCC)C(CC(=O)OCCC[N+]#[C-])CCCCCCCCCC 3-isocyanopropyl 3-octyltridecanoate